NC=1N=C(C2=C(N1)C=C(S2)I)N[C@@H](CO)CC (R)-2-[(2-amino-6-iodothieno[3,2-d]pyrimidin-4-yl)amino]-1-butanol